5-acetyl-3-methyl-thiophene-2-carboxylic acid C(C)(=O)C1=CC(=C(S1)C(=O)O)C